ClC=1N=C2C(=C(C(N(C2=CC1)C)=O)C#N)N1CCC(CC1)OC1=CC(=C(C=C1)C#N)Cl 6-Chloro-4-(4-(3-chloro-4-cyanophenoxy)piperidin-1-yl)-1-methyl-2-oxo-1,2-dihydro-1,5-naphthyridin-3-carbonitril